NC1=NC=NC2=C1C1=C(CCCN3C1=CC=1C=CC(=CC31)C(=O)NC3=CC=CC=C3)N2C(C)C 1-amino-5-isopropyl-N-phenyl-5,6,7,8-tetrahydropyrimido[5'',4'':4',5']pyrrolo[3',2':3,4]azepino[1,2-a]indole-11-carboxamide